(3R)-3-amino-5-[(4-chlorophenyl)methyl]-7-[5-(4,4-difluoro-3-piperidyl)-1,3,4-oxadiazol-2-yl]-8-fluoro-1,1-dioxo-2,3-dihydro-1λ6,5-benzothiazepin-4-one N[C@H]1CS(C2=C(N(C1=O)CC1=CC=C(C=C1)Cl)C=C(C(=C2)F)C=2OC(=NN2)C2CNCCC2(F)F)(=O)=O